C(C)(C)(C)OOC1(CC(CC(C1)(C)C)C)OOC(C)(C)C 1,1-bis(t-butylperoxy)3,5,5-trimethylcyclohexane